C(C)(=O)N[C@@H](CCCCNC(=O)OC(C)(C)C)C(=O)O N2-Acetyl-N6-(tert-butoxycarbonyl)-L-lysin